C(CCCCCCCCC(=O)OC1=CC=C(C=C1)CO[Si](C)(C)C(C)(C)C)(=O)OC(COC(CCCCCCCCCCCCCCC)=O)COC(CCCCCCCCCCCCCCC)=O 1-(1,3-Bis(palmitoyloxy)propan-2-yl) 10-(4-(((tertbutyldimethylsilyl)oxy)methyl)-phenyl) decanedioate